5-(((6-formyl-5-methylpyridin-3-yl)oxy)methyl)-2-isopropoxybenzonitrile C(=O)C1=C(C=C(C=N1)OCC=1C=CC(=C(C#N)C1)OC(C)C)C